C(C)OC(=O)C=1C(=NC(=NC1)N1[C@@H](CCC1)CO)NCC1=CC(=C(C=C1)OC)Cl 4-[[(3-Chloro-4-methoxyphenyl)methyl]amino]-2-[(2S)-2-hydroxymethyl-1-pyrrolidinyl]-5-pyrimidinecarboxylic acid ethyl ester